C(CCC)C1(CS(C2=C(N(C1)C1=CC=CC=C1)C=C(C(=C2)OC)N(C)C)(=O)=O)CC 3-butyl-7-(dimethylamino)-3-ethyl-8-methoxy-5-phenyl-2,3,4,5-tetrahydro-1,5-benzothiazepine 1,1-dioxide